1-(4,6-dichloropyridin-3-yl)ethanone ClC1=C(C=NC(=C1)Cl)C(C)=O